N-(5-bromopyrazin-2-yl)-6-chloro-1H-indole-3-sulfonamide BrC=1N=CC(=NC1)NS(=O)(=O)C1=CNC2=CC(=CC=C12)Cl